1-[(2,4-dimethoxyphenyl)methyl]-4-(hydroxymethyl)pyrrolidine COC1=C(C=CC(=C1)OC)CN1CCC(C1)CO